tert-butyl ((3S,4S)-8-(5-((2-amino-3-chloropyridin-4-yl)thio)pyrazin-2-yl)-3-methyl-2-oxa-8-azaspiro[4.5]decan-4-yl)carbamate NC1=NC=CC(=C1Cl)SC=1N=CC(=NC1)N1CCC2([C@@H]([C@@H](OC2)C)NC(OC(C)(C)C)=O)CC1